CN1N=CC(=C1)C=1C=C2C(=NC1)NC=C2C2=CC=1N(C=C2)N=CC1C=1C=NN(C1)C 5-(1-methyl-1H-pyrazol-4-yl)-3-(3-(1-methyl-1H-pyrazol-4-yl)pyrazolo[1,5-a]pyridin-5-yl)-1H-pyrrolo[2,3-b]pyridine